N-methyl-1-(6,6,8-trimethyl-1,4-dioxaspiro[4.5]decan-8-yl)methanamine CNCC1(CC(C2(OCCO2)CC1)(C)C)C